(R)-N-(2-(4-Cyanothiazolidin-3-yl)-2-oxoethyl)-6-(5,5-difluoro-2-azaspiro[3.4]octan-2-yl)quinoline-4-carboxamide C(#N)[C@H]1N(CSC1)C(CNC(=O)C1=CC=NC2=CC=C(C=C12)N1CC2(C1)C(CCC2)(F)F)=O